1-(2-chloro-4-(1-((2S,6R)-2,6-dimethylmorpholino)-3-methylimidazo[1,5-a]quinoxalin-8-yl)phenyl)-N,N-dimethylpiperidin-4-amine ClC1=C(C=CC(=C1)C1=CC=C2N=CC=3N(C2=C1)C(=NC3C)N3C[C@@H](O[C@@H](C3)C)C)N3CCC(CC3)N(C)C